C(C)C1=NN2C(C=C(C=C2C)N2CC3(C2)CN(C3)C(=O)[C@@H]3COCC3)=C1N(C=1SC(=C(N1)C1=CC=C(C=C1)F)C#N)C (S)-2-((2-ethyl-7-methyl-5-(6-(tetrahydrofuran-3-carbonyl)-2,6-diazaspiro[3.3]heptan-2-yl)pyrazolo[1,5-a]pyridin-3-yl)(methyl)amino)-4-(4-fluorophenyl)thiazole-5-carbonitrile